N-(3-fluoro-4-((3-((1-hydroxy-2-methylpropan-2-yl)amino)-1H-pyrazolo[3,4-b]pyridin-4-yl)oxy)phenyl)-2-(4-fluorophenyl)-6-methyl-3-oxo-2,3-dihydropyridazine-4-carboxamide FC=1C=C(C=CC1OC1=C2C(=NC=C1)NN=C2NC(CO)(C)C)NC(=O)C=2C(N(N=C(C2)C)C2=CC=C(C=C2)F)=O